CC1N(C(N(C1)C=1C=C2CN(C(C2=CC1)=O)C1C(NC(CC1)=O)=O)=O)C=1C=NC(=CC1)C 3-(5-(4-methyl-3-(6-methylpyridin-3-yl)-2-oxoimidazolidin-1-yl)-1-oxoisoindolin-2-yl)piperidine-2,6-dione